5-acetyl-2,3-dihydrobenzofuran C(C)(=O)C=1C=CC2=C(CCO2)C1